Cl.Cl.NC1(CCCCC1)C(=O)NCCN(C)C 1-Amino-N-(2-dimethylaminoethyl)cyclohexylcarboxamide dihydrochloride